(S)-2-{[(2r,3r,4r,5r)-5-(2,4-dioxo-3,4-dihydro-2H-pyrimidin-1-yl)-4-fluoro-3-hydroxy-4-methyl-tetrahydro-furan-2-ylmethoxy]-p-tolyloxy-phosphorylamino}-propionic acid butyl ester C(CCC)OC([C@H](C)N=P(=O)OC1=CC(=C(C=C1)C)OC[C@H]1O[C@H]([C@]([C@@H]1O)(C)F)N1C(NC(C=C1)=O)=O)=O